N1CCC(CC1)CCC1CCNCC1 4,4'-dimethylenedipiperidine